O-2-acetamido-2-deoxy-α-D-galactopyranosyl-L-serine C(C)(=O)N[C@H]1[C@H](O[C@@H]([C@@H]([C@@H]1O)O)CO)OC[C@H](N)C(=O)O